C1(C(C(C(CC1)C(C)C)O)O)C p-menthan-2,3-diol